(1S)-N-((2-amino-1-hydroxycyclopentyl)methyl)-1-(4-fluorophenyl)-3,4-dihydroisoquinoline-2(1H)-carboxamide NC1C(CCC1)(O)CNC(=O)N1[C@H](C2=CC=CC=C2CC1)C1=CC=C(C=C1)F